3-(N-(2-methoxyethyl)acetamido)pyrrolidin COCCN(C(C)=O)C1CNCC1